butyl (S)-2-chloro-4-(2-(1-methyl-3-(trifluoromethyl)-1H-pyrazol-4-yl)phenyl)-4,7-dihydrothieno[2,3-c]pyridine-6(5H)-carboxylate ClC1=CC2=C(CN(C[C@H]2C2=C(C=CC=C2)C=2C(=NN(C2)C)C(F)(F)F)C(=O)OCCCC)S1